C(N)(=O)C1=NC=CC(=C1)COC1=CC(=NC=C1)NC(P(O)(O)=O)P(O)(O)=O (((4-((2-carbamoylpyridin-4-yl)methoxy)pyridin-2-yl)amino)methylene)bisphosphonic acid